2-{2-cyano-1-[4-(7H-pyrrolo-[2,3-d]pyrimidin-4-yl)-1H-pyrazol-1-yl]ethyl}isonicotinonitrile trifluoroacetate FC(C(=O)O)(F)F.C(#N)CC(N1N=CC(=C1)C=1C2=C(N=CN1)NC=C2)C=2C=C(C#N)C=CN2